ClC1=CC=C(C=C1)CNC(=O)NC1=CC=C(C=C1)CN1C(CN(CC1)C(=O)OC(C)(C)C)=O tert-butyl 4-[[4-([[(4-chlorophenyl) methyl] carbamoyl] amino) phenyl] methyl]-3-oxopiperazine-1-carboxylate